tetradecyldihydroxyethylamine oxide C(CCCCCCCCCCCCC)[NH+](CC(O)O)[O-]